C(/C)=C/1\C(N[C@H](C(O[C@@H]2/C=C/CCSSC[C@H](C(N1)=O)NC([C@H](NC(C2)=O)C(C)C)=O)=O)C(C)C)=O (1S,4S,7Z,10S,16E,21R)-7-ethylidene-4,21-di(propan-2-yl)-2-oxa-12,13-dithia-5,8,20,23-tetrazabicyclo[8.7.6]tricos-16-ene-3,6,9,19,22-pentone